COC1=CC=C(CN2C(N3C(C4=C2C=C(C=N4)N4CCOCC4)=NN=C3C(C)(C)OC)=O)C=C1 6-(4-Methoxybenzyl)-3-(2-methoxypropan-2-yl)-8-(morpholin-4-yl)pyrido[2,3-e][1,2,4]triazolo[4,3-c]pyrimidin-5(6H)-one